C1(CCCC1)C=1C(=CC(=C2C(NC(=NC12)C1=CC=C(C(=O)N2CCN(CC2)C2=NC=C(C=C2)C)C=C1)=O)OC)OC 8-cyclopentyl-2-(4-(4-(5,7-dimethoxy-4-oxo-3,4-dihydroquinazolin-2-yl)benzoyl)piperazin-1-yl)-5-methylpyridine